2-chloro-5,5-dimethyl-1,3-cyclohexanedione ClC1C(CC(CC1=O)(C)C)=O